Tert-butyl 3,3-difluoro-5-[(1-methyl-1H-pyrazol-4-yl)amino]piperidine-1-carboxylate FC1(CN(CC(C1)NC=1C=NN(C1)C)C(=O)OC(C)(C)C)F